4-Cyclopropyl-2-[[(3S)-3-methyl-1-piperidinyl]methyl]-6-[3-[1-[(4-methyl-1,2,4-triazol-3-yl)methyl]cyclobutyl]phenyl]-1-(p-tolylsulfonyl)pyrrolo[2,3-c]pyridin-7-one C1(CC1)C=1C2=C(C(N(C1)C1=CC(=CC=C1)C1(CCC1)CC1=NN=CN1C)=O)N(C(=C2)CN2C[C@H](CCC2)C)S(=O)(=O)C2=CC=C(C=C2)C